chromone O1C=CC(C2=CC=CC=C12)=O